FC1=CC(=CC=2N=C(OC21)[C@@H](NC(=O)C2=NON=C2C)C2CCC(CC2)F)[C@@H](COC)C=2C(NC=C(C2)F)=O N-((S)-(7-fluoro-5-((R)-1-(5-fluoro-2-oxo-1,2-dihydropyridin-3-yl)-2-methoxyethyl)benzo[d]oxazol-2-yl)((1r,4S)-4-fluorocyclohexyl)methyl)-4-methyl-1,2,5-oxadiazole-3-carboxamide